6-(cyclopropanecarboxamido)-4-((3-methoxy-4-(5-methyl-1,2,4-oxadiazol-3-yl)pyridin-2-yl)amino)-N-(methyl-d3)nicotinamide C1(CC1)C(=O)NC1=NC=C(C(=O)NC([2H])([2H])[2H])C(=C1)NC1=NC=CC(=C1OC)C1=NOC(=N1)C